4-(4-(4-fluoro-1-Boc-1H-indol-3-yl)furan-2-yl)-4-oxobutyric acid methyl ester COC(CCC(=O)C=1OC=C(C1)C1=CN(C2=CC=CC(=C12)F)C(=O)OC(C)(C)C)=O